C(C1=CC=CC=C1)[C@@H]1N(OCC1)C1=CC(=NC=N1)NC=1C(=CC(=C(C1)NC(C=C)=O)N1[C@@H]2CN([C@H](C1)C2)CC)OC N-(5-((6-((S)-3-benzylisoxazolidine-2-yl)pyrimidine-4-yl)amino)-2-((1S,4S)-5-ethyl-2,5-diazabicyclo[2.2.1]heptane-2-yl)-4-methoxyphenyl)acrylamide